C(C)S(=O)(=O)C(C)C Isopropyl ethyl sulfone